C1(CC1)O[C@H](C(=O)N[C@H](C(=O)OC(C)C)CCC(C=[N+]=[N-])=O)C1=CC=CC=C1 isopropyl (S)-2-((S)-2-cyclopropoxy-2-phenylacetamido)-6-diazo-5-oxohexanoate